FC(S(=O)(=O)OC1=C(C=C2C=CNC2=C1)Cl)(F)F 5-chloro-1H-indol-6-yl trifluoromethanesulfonate